amino-N-(piperidin-3-yl)Benzamide (1s,3s)-3-((5-(5-methyl-5H-pyrido[4,3-b]indol-7-yl)pyridin-2-yl)oxy)cyclobutyl-methanesulfonate CN1C2=C(C=3C=CC(=CC13)C=1C=CC(=NC1)OC1CC(C1)CS(=O)(=O)O)C=NC=C2.NC2=C(C(=O)NC1CNCCC1)C=CC=C2